isopropyl 2-((5-acrylamido-4-((2-(dimethylamino)ethyl)(methyl)amino)-2-ethoxy-phenyl)amino)-4-(3,3,5-trimethyl-2,3-dihydro-1H-pyrrolo[3,2-b]pyridin-1-yl)pyrimidine-5-carboxylate C(C=C)(=O)NC=1C(=CC(=C(C1)NC1=NC=C(C(=N1)N1CC(C2=NC(=CC=C21)C)(C)C)C(=O)OC(C)C)OCC)N(C)CCN(C)C